C(C)(C)OB(C1=C(C(=C(C(=C1F)F)F)F)F)C1=C(C(=C(C(=C1F)F)F)F)F isopropoxy-bis(pentafluorophenyl)borane